N1C=NC2=C1C=CC(=C2)NC(C#N)C2=CC=C(C=C2)C=2N=NN(N2)CCC (1H-benzimidazol-5-ylamino)[4-(2-propyl-2H-tetrazol-5-yl)phenyl]acetonitrile